5-(3-(5-(pentan-3-ylcarbamoyl)oxazol-2-yl)phenyl)-1H-pyrazole-3-carboxylic acid CCC(CC)NC(=O)C1=CN=C(O1)C=1C=C(C=CC1)C1=CC(=NN1)C(=O)O